C(C1=CC=CC=C1)(=O)O.C(C1=CC=CC=C1)#N Benzonitrile benzoate